tert-butyl (4S)-4-(7-[4-[(dimethylamino)methyl]-3,5-dimethoxyphenyl]-5-methyl-4-oxothieno[3,2-c]pyridine-2-amido)-3,3-difluoropiperidine-1-carboxylate CN(C)CC1=C(C=C(C=C1OC)C=1C2=C(C(N(C1)C)=O)C=C(S2)C(=O)N[C@@H]2C(CN(CC2)C(=O)OC(C)(C)C)(F)F)OC